1-(4-(3-(piperazin-1-ylmethyl)pyrrolidin-1-yl)phenyl)dihydropyrimidine-2,4(1H,3H)-dione N1(CCNCC1)CC1CN(CC1)C1=CC=C(C=C1)N1C(NC(CC1)=O)=O